C(C)(C)N1CCN(CC1)CC1=CC=C(C(=O)NC2=CC(=CC(=C2)C(F)(F)F)N2C=NC(=C2)C)C=C1 4-((4-isopropylpiperazin-1-yl)methyl)-N-(3-(4-methyl-1H-imidazol-1-yl)-5-(trifluoromethyl)phenyl)benzamide